C1=C(C=CC=2C3=CC=CC=C3C3(C4=CC=CC=C4C4=CC=CC=C43)C12)N Spiro-9,9'-Bifluoren-2-amine